C[C@@]12[C@H]([C@@H]3CC[C@@H]4CC(CC[C@@H]4[C@H]3CC1)=O)CCCCC2=O (4aS,4bR,6aS,11aS,11bR,13aR)-6a-methylhexadecahydro-1H-cyclohepta[a]phenanthrene-2,7-dione